5-(6-(5-(6-methylpyridin-2-yl)-1H-imidazol-4-yl)quinolin-3-yl)thiophene-2-carboxylic acid CC1=CC=CC(=N1)C1=C(N=CN1)C=1C=C2C=C(C=NC2=CC1)C1=CC=C(S1)C(=O)O